N-[5-[2-[4-[4-[(2,6-dioxo-3-piperidyl)amino]phenyl]-1-piperidyl]ethyl-methyl-amino]pentyl]-5-[rac-(2R)-2-(2,5-difluorophenyl)pyrrolidin-1-yl]pyrazolo[1,5-a]pyrimidine-3-carboxamide O=C1NC(CCC1NC1=CC=C(C=C1)C1CCN(CC1)CCN(CCCCCNC(=O)C=1C=NN2C1N=C(C=C2)N2[C@H](CCC2)C2=C(C=CC(=C2)F)F)C)=O |r|